diethyl (difluoro(5-(phenylcarbamoyl)-3-(trifluoromethyl) benzo[b]thiophen-2-yl)methyl)phosphonate FC(C1=C(C2=C(S1)C=CC(=C2)C(NC2=CC=CC=C2)=O)C(F)(F)F)(F)P(OCC)(OCC)=O